ClC1=NC(=NC=C1C(F)(F)F)NC=1C=C2CN(CC2=CC1C1CC1)C(C(F)(F)F)=O 1-(5-{[4-chloro-5-(trifluoromethyl)pyrimidin-2-yl]amino}-6-cyclopropyl-2,3-dihydro-1H-isoindol-2-yl)-2,2,2-trifluoroethan-1-one